FC(C1CN(C1)C(C)=O)(F)F 1-[3-(trifluoromethyl)azetidin-1-yl]ethanone